N-((3-chloro-2-fluoropyridin-4-yl)methylene)-2-methylpropane-2-sulfinamide ClC=1C(=NC=CC1C=NS(=O)C(C)(C)C)F